2-Amino-7-(benzyl(methyl)amino)-5-chloropyrazolo[1,5-a]pyrimidine-3-carboxylic acid ethyl ester C(C)OC(=O)C=1C(=NN2C1N=C(C=C2N(C)CC2=CC=CC=C2)Cl)N